calcium 2,2-diisopropylmalonate C(C)(C)C(C(=O)[O-])(C(=O)[O-])C(C)C.[Ca+2]